6-(1-((1s,4s)-4-(dimethylamino)cyclohex-yl)-1H-1,2,3-triazol-4-yl)-4-((3-fluoropyridin-2-yl)thio)pyrazolo[1,5-a]pyridine-3-carbonitrile CN(C1CCC(CC1)N1N=NC(=C1)C=1C=C(C=2N(C1)N=CC2C#N)SC2=NC=CC=C2F)C